C(CCC)(=O)OCSC1=C(C=CC=C1)C(NCCN1C=C(C(C=2C=C3C(=CC12)OCO3)=O)C(NCC3=NC=CC=C3)=O)=O ((2-((2-(8-oxo-7-((pyridin-2-ylmethyl)carbamoyl)-[1,3]dioxolo[4,5-g]quinolin-5(8H)-yl)ethyl)carbamoyl)phenyl)thio)methyl butyrate